C(C)(C)(C)OC(=O)N1CCC2(CNC2C=2C3=C(N=CN2)N=CC(=C3)CNN)CC1 {6-[(E)-hydrazinomethyl]pyrido[2,3-d]pyrimidin-4-yl}-2,7-diazaspiro[3.5]nonane-7-carboxylic acid tert-butyl ester